C(C)(C)(C)C=1C=C(C=C(C1)C(C)(C)C)B(O)O 3,5-di-tert-butyl-phenylboronic acid